(S)-tert-Butyl 3-((4-(2-(4-(2-chlorophenylsulfonamido)phenoxy)pyridin-3-yl)pyrimidin-2-yl)amino)piperidine-1-carboxylate ClC1=C(C=CC=C1)S(=O)(=O)NC1=CC=C(OC2=NC=CC=C2C2=NC(=NC=C2)N[C@@H]2CN(CCC2)C(=O)OC(C)(C)C)C=C1